FC1(CC2(C1)CN(CC2)C2=NC(=CC1=C2N=C(N=C1)NC1CCN(CC1)S(=O)(=O)C)C)F 8-(2,2-difluoro-6-azaspiro[3.4]octan-6-yl)-6-methyl-N-(1-(methylsulfonyl)piperidin-4-yl)pyrido[3,4-d]pyrimidin-2-amine